BrC1=CC(=C(C(=O)NC=2C=C3CCN(CC3=CC2)C(=O)OC(C)(C)C)C=C1)C tert-butyl 6-(4-bromo-2-methylbenzamido)-3,4-dihydroisoquinoline-2(1H)-carboxylate